ClC=1C(=C(C(=O)OC)C=CC1C)C methyl 3-chloro-2,4-dimethylbenzoate